C(CCCCCCCCCCC)(=O)[O-].C[Sn+](C)C trimethyltin laurate